cyanobiphenyl-acrylic acid C(#N)C1=C(C(=CC=C1)C1=CC=CC=C1)C=CC(=O)O